1-methoxy-4-(2-phenylethyl)benzene COC1=CC=C(C=C1)CCC1=CC=CC=C1